CN1[C@@H]([C@H](CC1=O)C(=O)NCCCOCCCOCCCC(=O)O)C=1C=NC=CC1 4-(3-(3-((2S,3S)-1-Methyl-5-oxo-2-(pyridin-3-yl)pyrrolidine-3-carboxamido)propoxy)propoxy)butanoic acid